O=C(C(=O)N)N1[C@H](CC[C@@H](C1)C)C=1C=CC2=CN(N=C2C1)C 2-oxo-2-[(2R,5S)-5-methyl-2-(2-methylindazol-6-yl)-1-piperidyl]acetamide